NC1=CC(=C(OC2=NNC(C3=CC=CC=C23)=O)C(=C1)Cl)Cl 4-(4-Amino-2,6-dichlorophenoxy)phthalazin-1(2H)-one